gamma-vinyl-propyl-methyl-diethoxysilane C(=C)CCC[Si](OCC)(OCC)C